2-{4-[(E)-(Hydroxyimino)methyl]-3-cyclohexen-1-yl}-1,2-propanediol O\N=C\C1=CCC(CC1)C(CO)(C)O